6-oxo-5-(trifluoromethyl)-1,6-dihydropyridine-2-carboxylic acid O=C1C(=CC=C(N1)C(=O)O)C(F)(F)F